C=C(C(=O)O)CC1=CC(=C(C(=C1)C)O)C(C)(C)C.FC(OC1=NC2=C(C=C(C=C2C=N1)C)C1=CC=CC2=CC=CC=C12)F 2-(difluoromethoxy)-6-methyl-8-(naphthalen-1-yl)quinazoline methylene-3-(3-tert-butyl-4-hydroxy-5-methylphenyl)propionate